FC=1N=C(SC1CN1[C@H](C[C@H](C1)OC1=CN=CC=2N1C=CN2)C)NC(C)=O N-(4-fluoro-5-(((2S,4R)-4-(imidazo[1,2-a]pyrazin-5-yloxy)-2-methylpyrrolidin-1-yl)methyl)thiazol-2-yl)acetamide